C1(CC1)N(C(OC(C)(C)C)=O)C[C@@H]1CN(CC1)C1=NC=C(N=C1)C(NC=1C=C(C=2N(C1)C=C(N2)C)C)=O tert-Butyl N-cyclopropyl-N-[[(3S)-1-[5-[(2,8-dimethylimidazo[1,2-a]pyridin-6-yl)carbamoyl]pyrazin-2-yl]pyrrolidin-3-yl]methyl]carbamate